1,10-diazabicyclo[8.8.8]hexacosane N12CCCCCCCCN(CCCCCCCC1)CCCCCCCC2